CC=1C=C(C=CC1C=1CCNCC1)NC(C1=C(C=C(C=C1)C=1CCNCC1)C(F)(F)F)=O N-[3-methyl-4-(1,2,3,6-tetrahydro-pyridin-4-yl)-phenyl]-4-(1,2,3,6-tetrahydro-pyridin-4-yl)-2-trifluoromethyl-benzamide